COC(=O)C=1C=CC2=C(N(C(=N2)C2CC23CCN(CC3)C3=CC=CC=2OC(OC23)(C)C2=C(C=C(C=C2)Cl)F)CCOC)C1 2-{6-[2-(4-chloro-2-fluorophenyl)-2-methyl-1,3-benzodioxol-4-yl]-6-azaspiro[2.5]oct-1-yl}-1-(2-methoxyethyl)-1H-benzimidazole-6-carboxylic acid methyl ester